COC=1C=C(N(CCO)CCO)C=CC1N=O m-methoxy-N,N-bis(hydroxyethyl)p-nitrosoaniline